3-(4-fluorophenyl)adamantane-1-carboxylic acid FC1=CC=C(C=C1)C12CC3(CC(CC(C1)C3)C2)C(=O)O